S(=O)(=O)(O)C(C(=O)[O-])C sulfopropionate